5-amino-N-(2,6-dichlorobenzyl)-N-((3',5'-difluoro-[3,4'-bipyridin]-6-yl)methyl)-6,8-dihydro-1H-furo[3,4-d]pyrrolo[3,2-b]pyridine-2-carboxamide NC1=C2C(=C3C(=N1)C=C(N3)C(=O)N(CC3=CC=C(C=N3)C3=C(C=NC=C3F)F)CC3=C(C=CC=C3Cl)Cl)COC2